ClC1=CC=C(C=C1)C1=NN(C[C@H]1C1=CC=CC=C1)/C(/NC[C@@H](C(C)C)NS(N)(=O)=O)=N/S(=O)(=O)C1=CC=C(C=C1)Cl (R,E)-3-(4-chlorophenyl)-N'-((4-chlorophenyl)sulfonyl)-N-((R)-3-methyl-2-(sulfamoylamino)butyl)-4-phenyl-4,5-dihydro-1H-pyrazole-1-carboximidamide